NC=1C2=C(N=CN1)N(C=C2C2=CC=C(C=1C2=NON1)NC(=O)NC1=CC(=NO1)C1(CC1)C)C1CC1 1-(7-(4-amino-7-cyclopropyl-7H-pyrrolo[2,3-d]pyrimidin-5-yl)benzo[c][1,2,5]oxadiazol-4-yl)-3-(3-(1-methylcyclopropyl)isoxazol-5-yl)urea